BrC=1C(=CC=2C3(C4=CC=CC=C4C2C1)CCCCC3)N 3'-bromospiro[cyclohexane-1,9'-fluorene]-2'-amine